C(=O)(O)C1=NC(=CC(=C1)C1=CC(=NC(=C1)C(=O)O)C(=O)O)C(=O)O 2,2',6,6'-tetracarboxyl-4,4'-bipyridine